F[C@H]1CN(CC[C@H]1NC=1C=2C=C(N(C2C=CC1)CC(F)(F)F)C#CCNC1=C(C=C(C=C1)S(=O)(=O)C)OC)C N-((3S,4R)-3-fluoro-1-methylpiperidin-4-yl)-2-(3-((2-methoxy-4-(methylsulfonyl)phenyl)amino)prop-1-yn-1-yl)-1-(2,2,2-trifluoroethyl)-1H-indol-4-amine